ClC=1N=C(SC1)N1CCC(CC1)NC(OC(C)(C)C)=O tert-butyl (1-(4-chlorothiazol-2-yl)piperidin-4-yl)carbamate